Vinyl-Pyruvat C(=C)CC(C(=O)[O-])=O